IC=1C=C(OCCCSCC2=CNC(O2)=O)C=CC1 5-[(3-iodophenoxypropylthio)methyl]oxazol-2(3H)-one